CCCCCCCC/C=C\CCCCCCCC(=O)O[C@H](COC(=O)CCCC/C=C\C/C=C\C/C=C\CCCCC)COP(=O)(O)OC[C@H](CO)O 1-(6Z,9Z,12Z-octadecatrienoyl)-2-(9Z-octadecenoyl)-glycero-3-phospho-(1'-sn-glycerol)